ClC1=NC=C(C(=C1)B(O)O)F 2-CHLORO-5-FLUOROPYRIDINE-4-BORONIC ACID